tris(n-butyl)borane C(CCC)B(CCCC)CCCC